1-hydroxypropyl methacrylate C(C(=C)C)(=O)OC(CC)O